3-chloro-5-(prop-1-en-2-yl)aniline ClC=1C=C(N)C=C(C1)C(=C)C